COC(=O)C1NC(C=2NC3=CC=CC=C3C2C1)C 1-methyl-1,2,3,4-tetrahydro-β-carboline-3-carboxylic acid methyl ester